COC1=C2C(=C3C=CC(OC3=C1)(C)C)OC(=CC2=O)C2=CC(=CC=C2)OC 5-methoxy-2-(3-methoxyphenyl)-8,8-dimethyl-4H,8H-pyrano[2,3-f]chromen-4-one